C(CCCCCCCCCCCCCCCCCCCCC)N(C)C docosyl-dimethylamine